5-(4-methylphenyl)-1,3,4-oxadiazole-2-carboxylic acid hydrazide CC1=CC=C(C=C1)C1=NN=C(O1)C(=O)NN